4-Methyl-3-trifluoromethylpyrazole CC=1C(=NNC1)C(F)(F)F